CN(CCCN(S(=O)(=O)C=1C=NN(C1)C1=CC(=NC=C1)C(F)(F)F)C=1C(=CC=C2C=NN(C12)C)OC)C N-[3-(DIMETHYLAMINO)PROPYL]-N-(6-METHOXY-1-METHYLINDAZOL-7-YL)-1-[2-(TRIFLUOROMETHYL)PYRIDIN-4-YL]PYRAZOLE-4-SULFONAMIDE